BrC1=C2C=NN(C2=CC(=C1CCCCS(=O)(=O)C[C@H]1CN(CCC1)C(=O)OC(C)(C)C)Cl)C1OCCCC1 tert-Butyl (3R)-3-(((4-(4-bromo-6-chloro-1-(tetrahydro-2H-pyran-2-yl)-1H-indazol-5-yl)butyl)sulfonyl)methyl)piperidine-1-carboxylate